ClC=1C(=CC(=C(C=O)C1)OCC=1C=NC=CC1)OCC=1C(=C(C=CC1)C1=C(C(=CC=C1)OCCCN1CC2C(C1)COC2)C)C 5-chloro-4-((2,2'-dimethyl-3'-(3-(tetrahydro-1H-furo[3,4-c]pyrrol-5(3H)-yl)propoxy)-[1,1'-biphenyl]-3-yl)methoxy)-2-(pyridin-3-ylmethoxy)benzaldehyde